CC(CC(=O)O)(CC(=O)O)O 3-Methyl-3-hydroxyglutaric acid